trimethylolpropane monomaleate C(\C=C/C(=O)O)(=O)O.C(O)C(CC)(CO)CO